neodymium (1-methylheptyl)((1-methylheptyl)phosphonic acid) CC(CCCCCC)C(CCCCCC)(C)P(O)(O)=O.[Nd]